(4aR,8aS)-6-[6-[[2-(trifluoromethyl)-[1,2,4]triazolo[1,5-a]pyridin-7-yl]methyl]-2-azaspiro[3.3]heptane-2-carbonyl]-4,4a,5,7,8,8a-hexahydropyrido[4,3-b][1,4]oxazin-3-one FC(C1=NN2C(C=C(C=C2)CC2CC3(CN(C3)C(=O)N3C[C@@H]4[C@@H](OCC(N4)=O)CC3)C2)=N1)(F)F